acryloyloxypropyl-methyldiethoxysilane C(C=C)(=O)OCCC[Si](OCC)(OCC)C